2-chloro-N-(3-((4-((1-cyclohexyl-2-methylpiperidin-4-yl)amino)-6,7-dimethoxyquinazolin-2-yl)amino)propyl)acetamide ClCC(=O)NCCCNC1=NC2=CC(=C(C=C2C(=N1)NC1CC(N(CC1)C1CCCCC1)C)OC)OC